C(C=1C(C(=O)OCC=C)=CC=CC1)(=O)OCC=C Di-allyl Phthalate